[3-{[2-(4-chlorophenyl)imidazo[1,2-a]pyridin-3-yl]methyl}-3,9-diazabicyclo[4.2.1]non-9-yl](2-fluorophenyl)methanone ClC1=CC=C(C=C1)C=1N=C2N(C=CC=C2)C1CN1CC2CCC(CC1)N2C(=O)C2=C(C=CC=C2)F